C(CCC)NC1=NC(=NC(=N1)O)[S-] 2-butylamino-4-hydroxy-1,3,5-triazine-6-thiolate